C(C(C)(C)C)(=O)OCCC1(CCC(CC1)C=O)O 2-((1s,4s)-4-formyl-1-hydroxycyclohexyl)ethyl pivalate